2-[2-(tert-butoxycarbonylamino)ethyl-methyl-amino]pyrimidine-5-carboxylic acid C(C)(C)(C)OC(=O)NCCN(C1=NC=C(C=N1)C(=O)O)C